nickel cobalt manganese oxide lithium salt [Li+].[O-2].[Mn+2].[Co+2].[Ni+2]